[Na+].NCCNC(CS(=O)(=O)[O-])C 2-[(2-aminoethyl)amino]propanesulfonic acid sodium salt